3-[5-(2-Fluoro-phenyl)-[1,2,4]oxadiazol-3-yl]-benzoic acid 2-[2-(2-methoxy-ethoxy)-ethoxy]-ethyl ester COCCOCCOCCOC(C1=CC(=CC=C1)C1=NOC(=N1)C1=C(C=CC=C1)F)=O